(RS)-3-amino-3-methyloxane N[C@]1(COCCC1)C |r|